2-(2,5-difluoro-phenyl)-cyclopropanecarboxylic acid (2-hydroxy-1-naphthalen-2-yl-ethyl)-amide OCC(C1=CC2=CC=CC=C2C=C1)NC(=O)C1C(C1)C1=C(C=CC(=C1)F)F